FC1=C(C=CC(=C1)F)N1N=C(C=2C[C@H]3[C@@H](C12)C3)C(=O)N[C@@H](CC(=O)O)C=3C=NC=CC3 (S)-3-{[(1aS,5aS)-2-(2,4-Difluorophenyl)-1a,2,5,5a-tetrahydro-1H-2,3-diaza-cyclopropa[a]pentalene-4-carbonyl]-amino}-3-pyridin-3-yl-propionic acid